5-(1,1-Difluoroethyl)pyrimidin FC(C)(F)C=1C=NC=NC1